BrC1=C(C=C(CNC(=O)C2CN(CCC2)C=2C=3C(N=CN2)=NN(C3)C3=CC(=C(C=C3)C)F)C=C1)Cl N-(4-bromo-3-chlorobenzyl)-1-(2-(3-fluoro-4-methylphenyl)-2H-pyrazolo[3,4-d]pyrimidin-4-yl)piperidine-3-carboxamide